2-(3,3-dichloroallyl)-3-hydroxy-1,4-naphthoquinone ClC(=CCC=1C(C2=CC=CC=C2C(C1O)=O)=O)Cl